CC(CCCC)CCCCCCCCCC(CCCC(CCCCCCCCCCCCCCCCCC)C)C 5,15,19-trimethylheptatriacontane